3-(3-(4-(Chloromethyl)phenyl)-5-(2H-1,2,3-triazol-2-yl)-3H-imidazo[4,5-b]pyridin-2-yl)pyridin-2-amine ClCC1=CC=C(C=C1)N1C(=NC=2C1=NC(=CC2)N2N=CC=N2)C=2C(=NC=CC2)N